3-[8-amino-5-chloro-1-[4-[[4-(trifluoromethyl)-2-pyridyl]carbamoyl]-phenyl]imidazo[1,5-a]pyrazin-3-yl]piperidine-1-carboxylate NC=1C=2N(C(=CN1)Cl)C(=NC2C2=CC=C(C=C2)C(NC2=NC=CC(=C2)C(F)(F)F)=O)C2CN(CCC2)C(=O)[O-]